CC1(CCN(CC1)C1=NC=2C(=NC=C(N2)SC=2C(=NC=CC2)C(F)(F)F)N1)NC(OC(C)(C)C)=O tert-butyl (4-methyl-1-(5-((2-(trifluoromethyl)pyridin-3-yl)thio)-1H-imidazo[4,5-b]pyrazin-2-yl)piperidin-4-yl)carbamate